iso-amylvalerate (3-methylbutyl isovalerate) CC(CCC(C(=O)O)C(C)C)C.C(CC(C)C)OC(CCCC)=O